α-hexyl ether C(CCCCC)OCCCCCC